Methyl (S)-3-(4-(benzyloxy)phenyl)-2-(2-(1-(3-(4-(trifluoromethyl)phenyl)propanoyl)-piperidin-4-yl)acetamido)propanoate C(C1=CC=CC=C1)OC1=CC=C(C=C1)C[C@@H](C(=O)OC)NC(CC1CCN(CC1)C(CCC1=CC=C(C=C1)C(F)(F)F)=O)=O